The molecule is an acyl-CoA(4-) obtained by deprotonation of the phosphate and diphosphate OH groups of (12Z,15Z,18Z,21Z,24Z)-triacontapentaenoyl-CoA; major species at pH 7.3. It is a conjugate base of a (12Z,15Z,18Z,21Z,24Z)-triacontapentaenoyl-CoA. CCCCC/C=C\\C/C=C\\C/C=C\\C/C=C\\C/C=C\\CCCCCCCCCCC(=O)SCCNC(=O)CCNC(=O)[C@@H](C(C)(C)COP(=O)([O-])OP(=O)([O-])OC[C@@H]1[C@H]([C@H]([C@@H](O1)N2C=NC3=C(N=CN=C32)N)O)OP(=O)([O-])[O-])O